t-butyl methyl(2-(methylamino)ethyl)carbamate CN(C(OC(C)(C)C)=O)CCNC